COC=C(C=C)C 1-methoxy-2-methyl-1,3-butadiene